FC=1C=C(C=C(C1)OC)C1=NC=2N(C(=C1)C)N=CC2C(=O)O 5-(3-fluoro-5-methoxyphenyl)-7-methylpyrazolo[1,5-a]pyrimidine-3-carboxylic acid